CS(=O)(=O)OC1=CC=CC=2COC(OCC21)C=2N=C(SC2)C2CCN(CC2)C(CC2=C(C=CC(=C2)C(F)(F)F)C(F)(F)F)=O 4-[4-(6-methylsulfonyloxy-1,5-dihydro-3H-2,4-benzodioxepin-3-yl)-2-thiazolyl]-1-[2-[2,5-bis(trifluoromethyl)phenyl]acetyl]piperidine